2-(2,3,4-Trichlorobenzylidene)hydrazinecarboximidamide ClC1=C(C=NNC(N)=N)C=CC(=C1Cl)Cl